N-tert-butyl-1-[8-(6-cyclopropylpyridazin-4-yl)-6H-isochromeno[3,4-b]pyridin-3-yl]pyrrolidin-3-amine C(C)(C)(C)NC1CN(CC1)C1=CC=C2C(=N1)OCC=1C=C(C=CC12)C1=CN=NC(=C1)C1CC1